N-[(E)-(1-Hydroxy-3H-2,1-benzoxaborol-5-yl)methylenamino]-N-(3-Methoxypropyl)-1,1-dioxo-1,2-benzothiazol-3-amin OB1OCC2=C1C=CC(=C2)\C=N\N(C2=NS(C1=C2C=CC=C1)(=O)=O)CCCOC